C(C)(C)(C)OC(NC1CCN(CC1)S(=O)(=O)C1=CC(=CC=C1)C=O)=O (1-((3-formylphenyl)sulfonyl)piperidin-4-yl)carbamic acid tert-butyl ester